C1(=CC=CC2=CC=CC=C12)C1=CC=C(C=C1)C1=NC(=CC(=N1)C1=CC=C(C=C1)C=1C=NC=CC1)C1=CC=C(C=C1)C1=CC=CC2=CC=CC=C12 2,6-bis(4-naphthalen-1-ylphenyl)-4-[4-(3-pyridinyl)phenyl]Pyrimidine